(S)-7-((3S,5R)-4-acryloyl-3,5-dimethylpiperazin-1-yl)-10-(4-bromophenyl)-3-(methoxymethyl)-9-(trifluoromethyl)-2,3-dihydro-5H-[1,4]thiazino[2,3,4-ij]quinazolin-5-one C(C=C)(=O)N1[C@H](CN(C[C@H]1C)C1=NC(N2C3=C(C(=C(C=C13)C(F)(F)F)C1=CC=C(C=C1)Br)SC[C@@H]2COC)=O)C